C1(=CC=CC=C1)C1=NN=C(S1)CN1C(C(N(CC1)C1(CC1)C1=CC=NC=C1)=O)=O 1-((5-phenyl-1,3,4-thiadiazol-2-yl)methyl)-4-(1-(pyridin-4-yl)cyclopropyl)piperazine-2,3-dione